Cl\C=C(\C#N)/CCl (Z)-3-chloro-2-(chloromethyl)acrylonitrile